The molecule is an inorganic sodium salt in which hypochlorite is the counterion. It has a role as a disinfectant and a bleaching agent. It contains a hypochlorite. [O-]Cl.[Na+]